3-((3-exo)-3-((7-((5-methyl-1H-pyrazol-3-yl)amino)pyrido[3,4-b]pyrazin-5-yl)amino)-8-azabicyclo[3.2.1]octan-8-yl)propionitrile CC1=CC(=NN1)NC1=CC=2C(=NC=CN2)C(=N1)NC1CC2CCC(C1)N2CCC#N